3-fluoropyrazolo[1,5-a]pyridine-5-carboxylic acid methyl ester COC(=O)C1=CC=2N(C=C1)N=CC2F